5-(7-Methyl-2,7-diazaspiro[4.4]nonan-2-yl)-5-[4-[4-(trifluoromethoxy)phenoxy]phenyl]hexahydropyrimidine-2,4,6-trione 2,2,2-trifluoroacetic acid salt FC(C(=O)O)(F)F.CN1CC2(CCN(C2)C2(C(NC(NC2=O)=O)=O)C2=CC=C(C=C2)OC2=CC=C(C=C2)OC(F)(F)F)CC1